potassium cyclamate C1CCC(CC1)NS(=O)(=O)[O-].[K+]